2-methyl-8-nitro-3,1-benzoxazin-4-one CC1=NC2=C(C(O1)=O)C=CC=C2[N+](=O)[O-]